CC1=NC=CC(=N1)N[C@@H](C)C1=CC(=CC=C1)C=1C=NC(=CC1)C 2-methyl-N-{(1S)-1-[3-(6-methylpyridin-3-yl)phenyl]ethyl}pyrimidin-4-amine